(2-methyl-4-(1,2,3,4-tetrahydroisoquinolin-6-yl)quinolin-6-yl)(morpholino)methanone CC1=NC2=CC=C(C=C2C(=C1)C=1C=C2CCNCC2=CC1)C(=O)N1CCOCC1